F[P-](F)(F)(F)(F)F.[Pb+2].F[P-](F)(F)(F)(F)F lead hexafluorophosphate